COCCOCCC(=O)[O-].C(C)[N+](CCOC)(C)CC N,N-diethyl-N-methyl-N-(2-methoxyethyl)ammonium 3-(2-methoxyethoxy)propionate